methylhistamin CNCCC1=CNC=N1